2-(6-(1,4-dimethyl-1H-1,2,3-triazol-5-yl)-4-(1-(4-fluoro-2,6-dimethylphenyl)ethyl)-1-methyl-1,4-dihydropyrazolo[3',4':4,5]pyrrolo[3,2-b]pyridin-3-yl)propan-2-ol CN1N=NC(=C1C=1C=C2C(=NC1)C1=C(N2C(C)C2=C(C=C(C=C2C)F)C)C(=NN1C)C(C)(C)O)C